N1=CC=CC2=CC(=CC=C12)C1=CC=2C(=NC=C3C=CC(N(C23)C2=CC(=CC=C2)C(F)(F)F)=O)C=C1 9-(6-quinolinyl)-2-oxo-1-[3-(trifluoromethyl)phenyl]-1,2-dihydrobenzo[h][1,6]naphthyridine